ClC=1C=C(CNC2=CC(=NC3=CC=C(C=C23)C=2C(=NOC2C)C)C=2C(=NOC2C)C)C=CC1 N-(3-chlorobenzyl)-2,6-bis(3,5-dimethylisoxazol-4-yl)quinolin-4-amine